BrC=1C=C2C(=NC1)N(C=C2)COCC[Si](C)(C)C 5-bromo-1-{[2-(trimethylsilyl)ethoxy]methyl}pyrrolo[2,3-b]pyridin